C(C)(C)(C)N(C(O)=O)[C@H]1[C@H](CC2=CC=CC=C12)O.C(C)OC1=C(C=CC(=N1)[C@H](CS(=O)(=O)C)N1C(C2=CC(=CC(=C2C1=O)NC(C)=O)F)=O)OC (R)-N-(2-(1-(6-ethoxy-5-methoxypyridin-2-yl)-2-(methylsulfonyl)ethyl)-6-fluoro-1,3-dioxoisoindolin-4-yl)acetamide tert-butyl-((1R,2S)-2-hydroxy-2,3-dihydro-1H-inden-1-yl)carbamate